5-((1S,4S)-5-(cyclobutylmethyl)-2,5-diazabicyclo[2.2.1]hept-2-yl)-2-(4-isopropyl-5-(8-methoxy-[1,2,4]triazolo[1,5-a]pyridin-6-yl)-1H-pyrazol-3-yl)thiazole C1(CCC1)CN1[C@@H]2CN([C@H](C1)C2)C2=CN=C(S2)C2=NNC(=C2C(C)C)C=2C=C(C=1N(C2)N=CN1)OC